(1-(2-(2-methoxyethoxy)ethyl)-3-(pyridin-2-yl)-1H-pyrazol-4-yl)-5'-methyl-[2,3'-bipyridine]-6-carboxamide formate C(=O)O.COCCOCCN1N=C(C(=C1)C=1C(=NC(=CC1)C(=O)N)C=1C=NC=C(C1)C)C1=NC=CC=C1